CC1=CN(C=C1C1(CC1)C=1C=NC(=CC1)C(F)(F)F)C(C)C=1C=NN(C1)C(C1=CC=CC=C1)(C1=CC=CC=C1)C1=CC=CC=C1 3-methyl-4-(1-(6-(trifluoromethyl)pyridin-3-yl)cyclopropyl)-N-(1-(1-trityl-1H-pyrazol-4-yl)ethyl)-1H-pyrrole